C(C)(C)(C)OC(=O)N1CCC(CC1)CCCN1CCNCC1 4-(3-(piperazin-1-yl)propyl)piperidine-1-carboxylic acid tert-butyl ester